O1CC(C1)N1N=CC(=C1)C(=O)O 1-(oxetane-3-yl)-1H-pyrazole-4-carboxylic acid